CN1CCC(CC1)N1C[C@@H](CCC1)NC=1N=NC(=C2C1N=CC=C2)C2=C(C=C(C=C2)C(F)(F)F)O (R)-2-(8-((1'-methyl-[1,4'-bipiperidin]-3-yl)amino)pyrido[2,3-d]pyridazin-5-yl)-5-(trifluoromethyl)phenol